C1CC12N(CCOC2)CCN 2-(7-oxa-4-azaspiro[2.5]octan-4-yl)ethanamine